ethyl 6-bromo-8-fluoro-imidazo[1,2-a]pyridine-2-carboxylate BrC=1C=C(C=2N(C1)C=C(N2)C(=O)OCC)F